[Ir+3].N1(N=CC=C1)[B+2] (1-pyrazolyl)boron iridium (III)